methyl 1-(benzyloxycarbonylamino)cyclopropanecarboximidate C(C1=CC=CC=C1)OC(=O)NC1(CC1)C(OC)=N